tri(ethoxy)-n-butoxysilicon C(C)O[Si](OCCCC)(OCC)OCC